F[C@@H]1[C@@H](C2=C(N(C=C2C(F)(F)F)C=2C(=C(C#N)C=CC2)F)[C@H]1F)O (4R,5R,6R)-(5,6-difluoro-4-hydroxy-3-(trifluoromethyl)-5,6-dihydro-cyclopenta[b]pyrrol-1(4H)-yl)-2-fluorobenzonitrile